4-imidazolic acid N1C=NC(=C1)C(=O)O